3-Methanesulfonylurea CS(=O)(=O)NC(N)=O